N-(3-acetylphenyl)-4-(N-(2-fluorophenyl)sulfamoyl)benzamide C(C)(=O)C=1C=C(C=CC1)NC(C1=CC=C(C=C1)S(NC1=C(C=CC=C1)F)(=O)=O)=O